FC(C1(CC1)N)(F)F 1-(trifluoromethyl)cyclopropane-1-amine